O[C@@H](C(=O)N[C@H](C(=O)N[C@@H](C[C@H]1C(NCC1)=O)C(COC(F)(F)F)=O)CC(C)C)C(C)C (S)-2-((R)-2-hydroxy-3-methylbutanamido)-4-methyl-N-((S)-3-oxo-1-((S)-2-oxopyrrolidin-3-yl)-4-(trifluoromethoxy)butan-2-yl)pentanamide